FC1=C(C(=CC=C1)F)C1=CC=C(C=C1)[C@H](C)NC(=O)[C@H]1N(C[C@@H](C1)O)C(=O)C(C(C)(C)C)NC(OC(C)(C)C)=O tert-butyl N-[1-[(2S,4R)-2-[[(1S)-1-[4-(2,6-difluorophenyl)phenyl]ethyl]carbamoyl]-4-hydroxy-pyrrolidine-1-carbonyl]-2,2-dimethyl-propyl]carbamate